2-bromobenzo[d]isothiazol-3(2H)-one-1,1-dioxide BrN1S(C2=C(C1=O)C=CC=C2)(=O)=O